COC1=C(CN(C2=NC=C(C(=C2)N)C(F)(F)F)CCOC)C=CC(=C1)OC N-(2,4-dimethoxybenzyl)-N-(2-methoxyethyl)-5-(trifluoromethyl)pyridine-2,4-diamine